2-bromo-1-(3,7-dihydro-2H-furo[3,2-f]indol-5-yl)-2-(4-fluoro-2-methoxyphenyl)ethanone BrC(C(=O)C1=CNC2=CC3=C(C=C12)CCO3)C3=C(C=C(C=C3)F)OC